C(\C=C\C(=O)O)(=O)O.NC=1C=2N(C=CN1)C(=NC2C)[C@@H](C)C=2C(=C(C(=O)NCCN1CCN(CC1)C)C(=C(C2)Cl)F)OC(C)C 3-[(1S)-1-(8-amino-1-methylimidazo[1,5-a]pyrazin-3-yl)ethyl]-5-chloro-6-fluoro-N-[2-(4-methylpiperazin-1-yl)ethyl]-2-[(prop-2-yl)oxy]benzamide fumarate